N1N=CC(=C1)C1=CC=C(C=C1)NC1=NC(=NC=C1)C1=CC=C2C=C(N(C2=C1)C)C(=O)N1C[C@H]([C@@H](C1)O)F (6-(4-((4-(1H-pyrazol-4-yl)phenyl)amino)pyrimidin-2-yl)-1-methyl-1H-indol-2-yl)((3R,4R)-3-fluoro-4-hydroxypyrrolidin-1-yl)methanone